3-[(R)-Hydroxy-[5-(5-{2-[(2-hydroxy-acetyl)-methyl-amino]-ethyl}-[1,2,4]oxadiazol-3-yl)-pyridin-3-yl]-(4-isopropyl-phenyl)-methyl]-3-methyl-azetidine-1-carboxylic acid tert-butyl ester C(C)(C)(C)OC(=O)N1CC(C1)(C)[C@](C1=CC=C(C=C1)C(C)C)(C=1C=NC=C(C1)C1=NOC(=N1)CCN(C)C(CO)=O)O